Tert-Butyl (S)-3-((7-((tert-butoxycarbonyl)(5-fluoro-3-trifluoromethylphenyl)amino)-3-cyclobutylpyrazolo[1,5-a]pyrimidin-5-yl)oxy)piperidine-1-carboxylate C(C)(C)(C)OC(=O)N(C1=CC(=NC=2N1N=CC2C2CCC2)O[C@@H]2CN(CCC2)C(=O)OC(C)(C)C)C2=CC(=CC(=C2)F)C(F)(F)F